methyltriethylammonium octyl-carbonate C(CCCCCCC)OC([O-])=O.C[N+](CC)(CC)CC